1-(bromomethyl)-3-chloro-2-fluorobenzene BrCC1=C(C(=CC=C1)Cl)F